ClC1=CC2=C(N=N1)N(C=C(C2=O)C(=O)N2CC(OC(C2)(C)C)(C)C)CC 3-Chloro-6-(2,2,6,6-tetramethylmorpholine-4-carbonyl)-8-ethyl-pyrido[2,3-c]pyridazin-5-one